NC\C=C(\CN1N=NC2=C1C=C(C=C2C2=C(C=CC(=C2)S(N(CC)CC)(=O)=O)OC)C(=O)OC)/F methyl (Z)-1-(4-amino-2-fluorobut-2-en-1-yl)-4-(5-(N,N-diethylsulfamoyl)-2-methoxyphenyl)-1H-benzo[d][1,2,3]triazol-6-carboxylate